OC[C@@H]1CC12CCN(CC2)C(=O)OCC2=CC=CC=C2 Benzyl (1R)-1-(hydroxymethyl)-6-azaspiro[2.5]octane-6-carboxylate